N1(CCCC1)NC(=O)[C@H]1CN(C)[C@@H]2CC3=CNC4=CC=CC(C2=C1)=C34 D-N-pyrrolidyllysergamide